2,2-diethyl-6-(3-(2-fluoropyridin-4-yl)-1,2,4-oxadiazol-5-yl)chroman-4-one C(C)C1(OC2=CC=C(C=C2C(C1)=O)C1=NC(=NO1)C1=CC(=NC=C1)F)CC